(R)-5-(4-aminobutanamido)-2-methyl-N-(1-(naphthalen-1-yl)ethyl)benzamide NCCCC(=O)NC=1C=CC(=C(C(=O)N[C@H](C)C2=CC=CC3=CC=CC=C23)C1)C